C1(=CC=CC=C1)S(=O)(=O)N1C(=CC2=C(C=C(C(=C12)Cl)Cl)Br)C=NO (2E)-1-(benzenesulfonyl)-4-bromo-6,7-dichloro-indole-2-carbaldehyde oxime